[Na].FC1=CC(=C(C(=C1)C(C)C)NC(=O)NS(=O)(=O)C1=NN(C(=C1)CN(C)C(C)C)C)C(C)C N-((4-Fluoro-2,6-diisopropylphenyl)carbamoyl)-5-((isopropyl(methyl)amino)methyl)-1-methyl-1H-pyrazole-3-sulfonamide, sodium salt